4-((2-methyl-5-(1-(triisopropylsilyl)-1H-pyrrol-3-yl)phenyl)sulfonyl)morpholine CC1=C(C=C(C=C1)C1=CN(C=C1)[Si](C(C)C)(C(C)C)C(C)C)S(=O)(=O)N1CCOCC1